OC(C)C=1C=CC(=C(C1)O)C1=NN=C(C2=CC=CC=C12)N[C@H]1CN(CCC1)C 5-(1-hydroxyethyl)-2-(4-(((R)-1-methylpiperidin-3-yl)amino)phthalazin-1-yl)phenol